C(#N)C=1C=C(C=CC1)NC(C(=O)C1=CC=C(C=C1)OC1=NC=NC2=CC(=C(C=C12)OC)OC)=O (3-cyanophenyl)-2-(4-((6,7-dimethoxyquinazolin-4-yl)oxy)phenyl)-2-oxoacetamide